B(OC1=CC=C(C=C1)N)[O-] p-aminophenyl boronate